[H-].[Na+].BrC=1N=C(C=2N(C1)C=C(N2)C)OC 6-bromo-8-methoxy-2-methylimidazo[1,2-a]pyrazine Sodium hydride